pinylpropane C12(C(CCC(C1(C)C)C2)C)CCC